C(CCCCCCCCC\C=C/C\C=C/CCCCC)OCC(C)N(C)C (11Z,14Z)-icosa-11,14-dien-1-yloxyl-N,N-dimethylpropan-2-amine